1-((5-((3S)-1-oxido-1,2-dithiolan-3-yl)pentanoyl)oxy)ethyl (1r,4s)-4-cyano-4-(3-(cyclopentyloxy)-4-methoxyphenyl)cyclohexane-1-carboxylate C(#N)C1(CCC(CC1)C(=O)OC(C)OC(CCCC[C@@H]1SS(CC1)=O)=O)C1=CC(=C(C=C1)OC)OC1CCCC1